C(C(C)C)N1CCN(CC1)CC1=CC=C(C=C1)NC1=NC=CC(=N1)NC1=NC(=NC=C1)C1=NC(=CC=C1)C N2-[4-[(4-isobutylpiperazin-1-yl)methyl]phenyl]-N4-[2-(6-methyl-2-pyridyl)pyrimidin-4-yl]pyrimidine-2,4-diamine